SCCC(C(CO)CC)O 2-mercapto-ethyl-2-ethyl-1,3-propylene glycol